perfluorohexanephosphonic acid ammonium salt [NH4+].FC(C(C(C(C(C(F)(F)F)(F)F)(F)F)(F)F)(F)F)(P([O-])(=O)[O-])F.[NH4+]